BrC1=C(C(=C(C=C1)CC1=CC=CC=C1)Br)Br tribromobenzyl-benzene